NC1=NNC(C2=C1N(C=C2C2CCCC2)C2=CC=C(C=C2)Br)=O 7-amino-1-(4-bromophenyl)-3-cyclopentyl-1,5-dihydro-4H-pyrrolo[2,3-d]pyridazin-4-one